ClC1=C(C(=CC=C1)Cl)C=1N=C2C=3C=C(C=NC3C=CN2C1C(=O)N)C=1C=NN(C1)CC(C)O 2-(2,6-Dichlorophenyl)-9-(1-(2-hydroxypropyl)-1H-pyrazol-4-yl)imidazo[2,1-f][1,6]naphthyridine-3-carboxamide